N-(2-(dimethylamino)ethyl)-N-(2-(pyridin-2-yl)pyrimidin-5-yl)benzamide CN(CCN(C(C1=CC=CC=C1)=O)C=1C=NC(=NC1)C1=NC=CC=C1)C